3-((2-mercaptoethyl)thio)propane-1-thiol SCCSCCCS